C(C)(C)(C)OC(=O)NC(C(=O)O)C(C)(C)SCC1=CC=C(C=C1)OC 2-((tert-butoxycarbonyl)amino)-3-((4-methoxybenzyl)thio)-3-methylbutanoic acid